12-Siloxane borate B1(O[SiH2]OO1)[O-]